({3-chloro-2-[(4-chloro-2-fluoro-1-benzofuran-7-yl)methoxy]-5,6,7,8-tetrahydro-1,7-naphthyridin-7-yl}methyl)-1-{[(2S)-oxetan-2-yl]methyl}-1H-1,3-benzodiazole-6-carboxylic acid ClC=1C(=NC=2CN(CCC2C1)CC1=NC2=C(N1C[C@H]1OCC1)C=C(C=C2)C(=O)O)OCC2=CC=C(C=1C=C(OC12)F)Cl